tetrachloro-palladium (II) Cl[Pd-2](Cl)(Cl)Cl